C(C1=CC=CC=C1)[N+](CC)(CC)CC benzyl(triethyl)azanium